C(C)(C)(C)C1=CC(=C(C(=C1)Cl)Cl)Cl 1-tert-butyl-3,4,5-trichlorobenzene